FC1=CC(=C(C=C1)NC1=C(C(=O)NC2=C(C(=NC=C2)OC)C)C=C(C=C1)C(F)(F)F)C 2-((4-fluoro-2-methylphenyl)-amino)-N-(2-methoxy-3-methylpyridin-4-yl)-5-(trifluoromethyl)-benzamide